[1,4]diazepine-3-carboxylate N1C=C(N=CC=C1)C(=O)[O-]